5-(4-fluoro-1'-isopropyl-6'-oxo-1',6'-dihydro-[3,3'-bipyridin]-5-yl)-1-methylindolin-2-one FC1=C(C=NC=C1C=1C=C2CC(N(C2=CC1)C)=O)C1=CN(C(C=C1)=O)C(C)C